C1(CC=C(CC=C)C=C1)OC Dihydroestragole